ClC1=C(C(=CC=C1)C(F)(F)F)C=1N=C2C=3C=C(C=NC3C=CN2C1C)C=1C=NN(C1)[C@@H]1CN(CC1)C(CO)=O (S)-1-(3-(4-(2-(2-Chloro-6-(trifluoromethyl)phenyl)-3-methylimidazo[2,1-f][1,6]naphthyridin-9-yl)-1H-pyrazol-1-yl)pyrrolidin-1-yl)-2-hydroxyethan-1-one